urea compound with hydrogen peroxide OO.NC(=O)N